FC1=C(C(=C(C(=C1F)F)F)F)C(C)C 2-(perfluorophenyl)propan